FC=1C=C(C=C(C1)F)[C@@H]1CC=NN1C(=O)N1CC(C1)OC1=CC(=NC=C1F)N1N=C(C(=C1C)CC(=O)O)C (S)-2-(1-(4-((1-(5-(3,5-difluorophenyl)-4,5-dihydro-1H-pyrazole-1-carbonyl)azetidin-3-yl)oxy)-5-fluoropyridin-2-yl)-3,5-dimethyl-1H-pyrazol-4-yl)acetic acid